N-[4-({[1-({3,4-difluoro-2-[(2-fluoro-4-iodophenyl)amino]phenyl}carbonyl)-3-hydroxyazetidin-3-yl]methyl}amino)phenyl]acetamide acetate salt C(C)(=O)O.FC=1C(=C(C=CC1F)C(=O)N1CC(C1)(O)CNC1=CC=C(C=C1)NC(C)=O)NC1=C(C=C(C=C1)I)F